1-(thiophen-3-yl)methanamine S1C=C(C=C1)CN